(2-(6-(2-ethyl-5-fluoro-4-hydroxyphenyl)-1H-indazol-3-yl)-4,6-dihydropyrrolo[3,4-d]imidazol-5(1H)-yl)(4-ethylpiperazin-1-yl)ketone C(C)C1=C(C=C(C(=C1)O)F)C1=CC=C2C(=NNC2=C1)C1=NC2=C(N1)CN(C2)C2N(CCN(C2)CC)C(=O)N2C(CN(CC2)CC)N2CC=1NC(=NC1C2)C2=NNC1=CC(=CC=C21)C2=C(C=C(C(=C2)F)O)CC